FC=1C=C(C=CC1F)[C@H]1[C@@H](C1)NC=1C2=C(N=C(N1)SCCC)N(N=N2)C2C(C(C(C2)O)O)O 4-[7-[[(1r,2s)-2-(3,4-difluorophenyl)cyclopropyl]amino]-5-(propylsulfanyl)-3H-1,2,3-triazolo[4,5-d]pyrimidin-3-yl]-1,2,3-cyclopentanetriol